n-hexyldimethoxysilane C(CCCCC)[SiH](OC)OC